FC(CN1N=NC2=C1C=C(C=C2)C=2C=CN1N=C(N=C(C12)OC)NC1CC(C1)C)F (1s,3s)-3-((5-(1-(2,2-Difluoroethyl)-1H-benzo[d][1,2,3]triazol-6-yl)-4-methoxypyrrolo[2,1-f][1,2,4]triazin-2-yl)amino)-1-methylcyclobutan